C12COCC(N1C=1SC3=C(N1)C=CC(=C3C(=O)NC3=C(C(=O)O)C=C(C=C3)C(F)(F)F)OC)C2 2-(2-(3-Oxa-6-azabicyclo[3.1.1]heptan-6-yl)-6-methoxybenzo[d]thiazole-7-carboxamido)-5-(trifluoromethyl)benzoic acid